(Tert-butyl) 4-ethyl 3-carbonylpiperidine-1,4-dicarboxylate C(=O)=C1CN(CCC1C(=O)OCC)C(=O)OC(C)(C)C